C(C)C(C(=O)O)CC(CC)=O 2-Ethyl-4-oxohexanoic acid